The molecule is a member of the class of ribonates that is the conjugate base of 2-deoxy-D-ribonic acid. It has a role as a human metabolite. It is a conjugate base of a 2-deoxy-D-ribonic acid. C([C@@H]([C@@H](CO)O)O)C(=O)[O-]